N-(2-hydroxypropyl)-amine OC(CN)C